ClC1=C(C=C(C=O)C=C1)OCCO 4-chloro-3-(2-hydroxyethoxy)benzaldehyde